NC1(CCN(CC1)C=1C2=C(N=CN1)NC=C2Cl)C(=O)N[C@@H](CCO)C2=CC=C(C=C2)Cl 4-amino-N-[(1S)-1-(4-chlorophenyl)-3-hydroxypropyl]-1-(5-chloro-7H-pyrrolo[2,3-d]pyrimidin-4-yl)piperidine-4-carboxamide